4-amino-5-methyl-6-oxo-2-(1-(3,3,4,4,4-pentafluorobutyl)-1H-pyrazolo[3,4-b]pyridin-3-yl)-6,7-dihydro-5H-pyrrolo[2,3-d]pyrimidin NC=1C2=C(N=C(N1)C1=NN(C3=NC=CC=C31)CCC(C(F)(F)F)(F)F)NC(C2C)=O